FC1=C(C(=O)NC2=NC(=CC=C2)C(=O)C2CCN(CC2)C)C(=CC(=C1)F)F 2,4,6-TRIFLUORo-N-[6-(1-METHYL-PIPERIDIN-4-CARBONYL)-PYRIDIN-2-YL]-BENZAMID